BrC=1SC2=C(N1)C=C(C=C2)C(=O)OC methyl 2-bromobenzothiazole-5-carboxylate